(pentamethylcyclopentadienyl)(cyclopentadienyl)dimethylzirconium CC1=C(C(=C(C1(C)[Zr](C)(C)C1C=CC=C1)C)C)C